[P].[P].[P].[P].BrC1=CC(=NC=C1)C(C(=O)N)C1=CC=C(C=C1)F (4-bromopyridin-2-yl)-2-(4-fluorophenyl)acetamide Tetraphosphorus